(7S)-7-Methylheptadecane C[C@@H](CCCCCC)CCCCCCCCCC